C[N+]1(CCC[C@H]1C(=O)[O-])C (2S)-1,1-dimethylpyrrolidine-2-carboxylic acid